3-(5-(6-(2,4-difluorophenyl)-2-azaspiro[3.3]heptane-2-carbonyl)-1-oxoisoindolin-2-yl)piperidine-2,6-dione FC1=C(C=CC(=C1)F)C1CC2(CN(C2)C(=O)C=2C=C3CN(C(C3=CC2)=O)C2C(NC(CC2)=O)=O)C1